FC1=CC=C(C[C@@H](C(=O)N2CCC(CC2)O)NC(=O)C=2NC3=CC=C(C=C3C2)Cl)C=C1 5-Chloro-1H-indole-2-carboxylic acid [(1S)-(4-fluoro-benzyl)-2-(4-hydroxy-piperidin-1-yl)-2-oxo-ethyl]-amide